C(=O)C1=CC(=C2CN(C(C2=C1)=O)C=1C=C(C=CC1)C1(CC(C1)(C#N)C)CC1=NN=CN1C)C(F)(F)F 3-(3-(6-formyl-1-oxo-4-(trifluoromethyl)isoindolin-2-yl)phenyl)-1-methyl-3-((4-methyl-4H-1,2,4-triazol-3-yl)methyl)cyclobutane-1-carbonitrile